FC=1C(=C(C(=O)NC2=NN=NN2C)C=CC1C(F)(F)F)SC 3-fluoro-2-methylsulfanyl-4-(trifluoromethyl)-N-(1-methyltetrazol-5-yl)benzamide